[Zn+2].N(=O)[O-].N(=O)[O-] nitrite zinc